C[C@H]1[C@@H](CN(C1)C1=NO[C@@H](C1)C1=NC=C(C=C1C1=C(C=C(C=C1F)F)F)C)NS(=O)(=O)C N-[(3S,4R)-4-methyl-1-{(5S)-5-[5-methyl-3-(2,4,6-trifluorophenyl)pyridin-2-yl]-4,5-dihydro-1,2-oxazol-3-yl}pyrrolidin-3-yl]methanesulfonamide